OC1=CC2=CC=CC=C2C=C1O 2,3-Dihydroxynaphthalene